(S)-2-(5-(2-(3-fluoroacrid-1-yl)ethyl)-3-isopropyl-2-oxopyrazin-1(2H)-yl)-4-methylpentanoic acid FC=1C=C(C2=CC3=CC=CC=C3N=C2C1)CCC=1N=C(C(N(C1)[C@H](C(=O)O)CC(C)C)=O)C(C)C